CC1=C(N=NC(=C1)N[C@H]1CNCCC1)C1=CC=C2C(C=CS2)=C1O 5-{4-methyl-6-[(3R)-piperidin-3-ylamino]pyridazin-3-yl}-1-benzothiophen-4-ol